N1(N=NC2=C1C=CC=C2)CC[N+](CC)(CC)CC 2-(1H-benzo[d][1,2,3]triazol-1-yl)-N,N,N-triethylethan-1-aminium